(2R,3aS,6S,6aR)-6-((2,3-dihydro-1H-pyrrolo[2,3-b]quinolin-7-yl)oxy)-2-(4-methyl-7H-pyrrolo[2,3-d]pyrimidin-7-yl)hexahydro-3aH-cyclopenta[b]furan-3,3a-diol N1CCC=2C1=NC1=CC(=CC=C1C2)O[C@H]2CC[C@]1([C@@H]2O[C@H](C1O)N1C=CC2=C1N=CN=C2C)O